(8-methoxy-2-(4-methoxyphenyl)chroman-6-yl)methylamine COC=1C=C(C=C2CCC(OC12)C1=CC=C(C=C1)OC)CN